COC1=CC=C(CN(C2=CN=C3C(=N2)SC(=C3)C)CC3=CC=C(C=C3)OC)C=C1 N,N-bis(4-methoxybenzyl)-6-methylthieno[2,3-b]pyrazin-3-amine